6-chloro-5-methoxy-1-methyl-3-(1H-pyrazol-4-yl)-2-(5-(2,2,2-trifluoro-1-methoxy-ethyl)-4H-1,2,4-triazol-3-yl)-1H-pyrrolo[3,2-b]pyridine ClC=1C=C2C(=NC1OC)C(=C(N2C)C2=NN=C(N2)C(C(F)(F)F)OC)C=2C=NNC2